S(=O)(=O)(C1=CC=C(C)C=C1)N\N=C\C1CCC(CC1)NC(OC(C)(C)C)=O tert-butyl ((1s,4s)-4-((E)-(2-tosylhydrazono)methyl)cyclohexyl)carbamate